O1C(CCC1)CCC(=O)O 3-(TETRAHYDRO-FURAN-2-YL)-PROPIONIC ACID